N-(4-acetamidophenyl)-2-[2-chloro-5-(trifluoromethyl)benzimidazol-1-yl]-N-(3-thienylmethyl)acetamide C(C)(=O)NC1=CC=C(C=C1)N(C(CN1C(=NC2=C1C=CC(=C2)C(F)(F)F)Cl)=O)CC2=CSC=C2